CC(COCC1OC1)[Si](OC)(OC)OC 1-methyl-2-(oxiranylmethoxy)ethyltrimethoxysilane